N-(2-methoxyethyl)propionamide [(1R)-1-(3,5-dichloropyridazin-4-yl)ethyl]methanesulfonate ClC=1N=NC=C(C1[C@@H](C)CS(=O)(=O)O)Cl.COCCNC(CC)=O